5'-(4-amino-2,6-dichlorophenoxy)-2'-hydroxy-[1,1'-biphenyl]-4-carboxamide NC1=CC(=C(OC=2C=CC(=C(C2)C2=CC=C(C=C2)C(=O)N)O)C(=C1)Cl)Cl